OC1=CC=C(C=C1)N1N=C(C=C1)C 1-(4-hydroxyphenyl)-3-methyl-1H-pyrazole